(5-Chloropyrimidin-2-yl)-6-deutero-2-azaspiro[3.3]heptane-2-carboxylic acid tert-butyl ester C(C)(C)(C)OC(=O)N1C(C2(C1)CC(C2)[2H])C2=NC=C(C=N2)Cl